NCCOCCOCCOCCOCCOCCNC(CN1N=C(C=C1)C=1C=2C3=C(NC2C(=C(C1)Cl)Cl)CCN(C3)C(CO)=O)=O N-(17-amino-3,6,9,12,15-pentaoxaheptadecyl)-2-(3-(6,7-dichloro-2-(2-hydroxyacetyl)-2,3,4,5-tetrahydro-1H-pyrido[4,3-b]indol-9-yl)-1H-pyrazol-1-yl)acetamide